Cl.NCC(=O)C1=CC=C(C=C1)Cl 2-amino-1-(4-chlorophenyl)ethanone hydrochloride